oxalic acid malate C(C(O)CC(=O)O)(=O)O.C(C(=O)O)(=O)O